C1=C2C3=C(NC2=CC(=C1)C(C#N)(C1=CC=C(C=C1)C)C1=CC=C(C=C1)O)CCCCC3 2-(5,6,7,8,9,10-Hexahydrocyclohepta[b]indol-3-yl)-2-(4-hydroxyphenyl)-2-(p-tolyl)acetonitrile